[S].BrC=1C=CC(=C(C1)NC1=NC=NC2=CC(=C(C=C12)NC(/C(=C\[C@@H]1N(CCC1)C)/F)=O)OC)OC (R,E)-N-(4-((5-Bromo-2-methoxyphenyl)amino)-7-methoxyquinazolin-6-yl)-2-fluoro-3-(1-methylpyrrolidin-2-yl)acrylamide sulfur